(S)-ethyl 3-amino-3-(5-bromo-2-fluoro-3-methylphenyl)propanoate N[C@@H](CC(=O)OCC)C1=C(C(=CC(=C1)Br)C)F